N-(3-triethoxysilylpropyl)-4,5-dihydroimidazole CCO[Si](CCCN1CC=NC1)(OCC)OCC